C(C)(C)(C)OC(=O)N1CCN(CC1)CC=1C=NNC1 4-((1H-pyrazol-4-yl)methyl)piperazine-1-carboxylic acid tert-butyl ester